CC=1C=2N(C=C(N1)C)C=C(C2)C2=CC1=C(N=C(S1)N(C1CC(NC(C1)(C)C)(C)C)C)C=C2 6-(1,3-Dimethylpyrrolo[1,2-a]pyrazin-7-yl)-N-methyl-N-(2,2,6,6-tetramethylpiperidin-4-yl)-1,3-benzothiazol-2-amin